13-chloro-14-fluoro-9,17-dimethyl-10-oxa-2,12,18,20-tetrazapentacyclo[9.7.1.14,7.02,8.015,19]icosa-1(18),11,13,15(19),16-pentaene-20-carboxylate ClC=1N=C2OC(C3C4CCC(CN3C3=NC(=CC(C1F)=C32)C)N4C(=O)[O-])C